3-[2-(3-Chlorophenyl)ethynyl]-6,8-dihydro-5H-[1,2,4]triazolo[4,3-a]pyrazine-7-carboxylic acid methyl ester COC(=O)N1CC=2N(CC1)C(=NN2)C#CC2=CC(=CC=C2)Cl